rac-methyl (2S,3S,4S,5R)-2-(4-(difluoromethyl)phenyl)-5-hydroxy-6-methoxy-10-oxo-3-phenyl-2,3,4,5-tetrahydro-2,5-methanooxepino[2,3-c]pyridine-4-carboxylate FC(C1=CC=C(C=C1)[C@]12[C@@H]([C@@H]([C@@](C=3C(=CN=CC3OC)O1)(C2=O)O)C(=O)OC)C2=CC=CC=C2)F |r|